1,1-dioxothiophene O=S1(C=CC=C1)=O